C(C)(C)(C)OC(=O)N1N=C(C=C1)C(=O)OC(C)(C)C 1H-pyrazole-1,3-dicarboxylic acid 1,3-di-tert-butyl ester